5-Fluoro-N-isopentyl-3-(1-((1-(2-((4-isopropylphenyl)sulfonamido)ethyl)piperidin-4-yl)methyl)-1H-1,2,3-triazol-4-yl)-1H-indol-2-carboxamid FC=1C=C2C(=C(NC2=CC1)C(=O)NCCC(C)C)C=1N=NN(C1)CC1CCN(CC1)CCNS(=O)(=O)C1=CC=C(C=C1)C(C)C